dihexylamine nitrite N(=O)O.C(CCCCC)NCCCCCC